CCCCCCCC[C@@H]([C@H](CCCCCCCC(=O)[O-])O)O The molecule is a hydroxy fatty acid anion that is the conjugate base of (S,S)-9,10-dihydroxyoctadecanoic acid. It is a hydroxy monocarboxylic acid anion and a hydroxy fatty acid anion. It is a conjugate base of a (S,S)-9,10-dihydroxyoctadecanoic acid.